FC1=C(C(=CC(=C1)C1=NO[C@H](C1)CN1N=NC=C1)F)C1(CCS(CC1)(=O)=NC)F 4-(2,6-Difluoro-4-{(5R)-5-[(1H-1,2,3-triazol-1-yl)methyl]-4,5-dihydro-1,2-oxazol-3-yl}phenyl)-4-fluoro-1-(methylimino)-1λ6-thian-1-one